ethoxy-thiophene-2-carboxylic acid (2-methoxy-ethyl)-amide COCCNC(=O)C=1SC=CC1OCC